(1R)-1-(2-nitrophenyl)ethylamine [N+](=O)([O-])C1=C(C=CC=C1)[C@@H](C)N